ClCCCCCCOCCOCCNC(=O)C1=CC=C2C(C(C3(C4=CC=C(C=C4OC=4C=C(C=CC34)N3C[C@H](CC3)C(=O)N(C)C)N3C[C@H](CC3)C(=O)N(C)C)C2=C1)=[N+]=[N-])=O (3S,3'S)-1,1'-(6-((2-(2-((6-chlorohexyl)oxy)ethoxy)ethyl)carbamoyl)-2-diazo-3-oxo-2,3-dihydrospiro[indene-1,9'-xanthene]-3',6'-diyl)bis(N,N-dimethylpyrrolidine-3-carboxamide)